C(CCCCC)S(=O)(=O)[O-] hexanesulfonic acid anion